OCC(COC(CCCCCCC\C=C/C\C=C/CCCCC)=O)C 2-(hydroxymethyl)propanyl-(9Z,12Z)-octadeca-9,12-dienoate